4-Chloro-5-(N-cyclopropylsulfamoyl)-2-((furan-2-ylmethyl)amino)benzoic Acid ClC1=CC(=C(C(=O)O)C=C1S(NC1CC1)(=O)=O)NCC=1OC=CC1